3-(4-chlorophenoxymethyl)-2-(2-methyl-5-phenyl-1,3-thiazole-4-carbonyl)-2-azabicyclo[3.1.1]heptane ClC1=CC=C(OCC2N(C3CC(C2)C3)C(=O)C=3N=C(SC3C3=CC=CC=C3)C)C=C1